ICCC[Si](OCCCC)(CC)CC iodopropyl-diethyl-butoxysilane